4-iodo-4'-nitro-1,1'-biphenyl IC1=CC=C(C=C1)C1=CC=C(C=C1)[N+](=O)[O-]